1-(2-azabicyclo[2.2.1]heptan-6-yl)-3-cyclopentylimidazolin-2-one C12NCC(CC1N1C(N(CC1)C1CCCC1)=O)C2